CCCCCCCCCCCCCCCCCC(=O)N[C@@H](CO[C@H]1[C@@H]([C@H]([C@@H]([C@H](O1)CO)O[C@H]2[C@@H]([C@H]([C@H]([C@H](O2)CO)O)O[C@@]3(C[C@@H]([C@H]([C@@H](O3)[C@@H]([C@@H](CO)O)O)NC(=O)CO)O)C(=O)O)O)O)O)[C@@H](/C=C/CCCCCCCCCCCCC)O The molecule is a sialotriaosylceramide in which the triaosyl group is 3,5-dideoxy-5-(2-hydroxyacetamido)-D-glycero-alpha-D-galacto-non-2-ulopyranonosyl-(2->3)-beta-D-galactopyranosyl-(1->4)-beta-D-glucopyranosyl attached to the primary hydroxy function of ceramide. A tumour antigen found in solid tumors such as breast carcinoma, nonsmall cell lung cancer, and melanoma, but not usually detected in normal human cells. It has a role as a tumour antigen.